FC(S(=O)(=O)N1C[C@@H]([C@H](C1)O)NC(CC1=NC=C2C=CC(=NC2=C1)C1=NC(=CC=C1)N1C[C@@H](O[C@@H](C1)C)C)=O)F N-((3S,4S)-1-((difluoromethyl)sulfonyl)-4-hydroxypyrrolidin-3-yl)-2-(2-(6-((cis)-2,6-dimethylmorpholino)pyridin-2-yl)-1,6-naphthyridin-7-yl)acetamide